N=1N=CC=2C1OC=C(C2)C#N pyrano[2,3-c]pyrazole-5-carbonitrile